C(C\C=C/CC)[Mg]Cl (3Z)-3-hexenyl-magnesium chloride